2-(2-methoxy-4-(1-methyl-1H-pyrazol-4-yl)phenyl)-5-(2,7-diazaspiro[3.5]nonan-2-yl)-1,3,4-thiadiazole COC1=C(C=CC(=C1)C=1C=NN(C1)C)C=1SC(=NN1)N1CC2(C1)CCNCC2